N-(2,4-dichloro-3-((3,5-dimethyl-4-oxo-3,4-dihydroquinazolin-6-yl)amino)phenyl)propane-1-sulfonamide ClC1=C(C=CC(=C1NC=1C(=C2C(N(C=NC2=CC1)C)=O)C)Cl)NS(=O)(=O)CCC